2-[5-chloro-6-(3,5-dichlorophenyl)pyrimidine-4-carbonyl]-3-[(4-methoxyphenyl)methylamino]2-propenoic acid ethyl ester C(C)OC(C(=CNCC1=CC=C(C=C1)OC)C(=O)C1=NC=NC(=C1Cl)C1=CC(=CC(=C1)Cl)Cl)=O